C(#N)C1=CC=C(CN(C(OC(C)(C)C)=O)CCF)C=C1 tert-butyl 4-cyanobenzyl(2-fluoroethyl)carbamate